(S)-2-((6-((2-Acryloyl-2-azaspiro[3.3]heptan-6-yl)methyl)-1-methyl-2-oxo-1,2,3,4,5,6-hexahydrobenzo[b][1,4]diazocin-3-yl)amino)-6-methyl-4-(trifluoromethyl)nicotinonitrile C(C=C)(=O)N1CC2(C1)CC(C2)CN2C1=C(N(C([C@H](CC2)NC2=C(C#N)C(=CC(=N2)C)C(F)(F)F)=O)C)C=CC=C1